(4-nitrophenyl)-2-(4-(trifluoromethyl)phenyl)Azole-4-carboxylic acid ethyl ester C(C)OC(=O)C=1C(=C(NC1)C1=CC=C(C=C1)C(F)(F)F)C1=CC=C(C=C1)[N+](=O)[O-]